ClC=1C=C(C=CC1)NC(NC=1C=C(CNC2=C(C(=O)N)C=CC=C2)C=CC1)=O 2-(3-(3-(3-chlorophenyl)ureido)benzylamino)benzamide